4-chloro-N-(8,9-difluoro-6-oxo-2,4,5,6-tetrahydro-1H-pyrano[3,4-c]isoquinolin-1-yl)-3,5-difluoro-N-methylbenzamide ClC1=C(C=C(C(=O)N(C)C2COCC=3NC(C=4C=C(C(=CC4C32)F)F)=O)C=C1F)F